5-(2-(2-(1-Acetylpiperidin-3-yl)acetamido)-5-chloropyridin-4-yl)-2,2-dimethyl-2,3-dihydro-1H-pyrrolizine-7-carboxamide C(C)(=O)N1CC(CCC1)CC(=O)NC1=NC=C(C(=C1)C=1N2CC(CC2=C(C1)C(=O)N)(C)C)Cl